O=C1NC(CCC1N1C(C2=CC=C(C=C2C1=O)N1CCC2(CC(C2)=O)CC1)=O)=O 2-(2,6-dioxopiperidin-3-yl)-5-(2-oxo-7-azaspiro[3.5]non-7-yl)isoindole-1,3-dione